N1C(CCCCC1)(P(O)(=O)O)P(O)(=O)O azepane-2,2-bisphosphonic acid